N1N=CC(=C1)C=1SC=2C(N[C@@H](CN3C2C1CCC3)[C@@H]3OCCCC3)=O (S)-2-(1H-pyrazol-4-yl)-7-((R)-tetrahydro-2H-pyran-2-yl)-4,5,7,8-tetrahydro-3H-1-thia-5a,8-diazabenzo[cd]azulen-9(6H)-one